(1R,2S)-5'-methoxy-2-(3-{[6-(3-methoxyazetidin-1-yl)pyrimidin-4-yl]amino}-1H-indazol-6-yl)spiro[cyclopropane-1,3'-indol]-2'(1'H)-one COC=1C=C2[C@]3(C(NC2=CC1)=O)[C@@H](C3)C3=CC=C1C(=NNC1=C3)NC3=NC=NC(=C3)N3CC(C3)OC